ClC=1C=NN2C1N=C(N=C2NC2CCC(CC2)N)C2=C(C=CC=C2F)F (1s,4s)-N1-(8-chloro-2-(2,6-difluorophenyl)pyrazolo[1,5-a][1,3,5]triazin-4-yl)cyclohexane-1,4-diamine